N-(4-(2-methoxyethoxy)-2-(2-methylthiazol-5-yl)quinolin-6-yl)oxetane-3-carboxamide COCCOC1=CC(=NC2=CC=C(C=C12)NC(=O)C1COC1)C1=CN=C(S1)C